C(C(=C)C)(=O)OCCOC(=O)NCC(CC(CCNC(=O)OCCOC(C(=C)C)=O)C)(C)C 1,6-bis-[2-methacryloyloxyethoxycarbonylamino]-2,2,4-trimethylhexane